N-[4-(6-chloropyridin-3-yl)-3-sulfamoylphenyl]-2-[2-(trifluoromethyl)phenyl]acetamide ClC1=CC=C(C=N1)C1=C(C=C(C=C1)NC(CC1=C(C=CC=C1)C(F)(F)F)=O)S(N)(=O)=O